NCC1=C(C=C(C=C1)S(=O)(=O)N)Cl 4-(aminomethyl)-3-chlorobenzenesulfonamide